C(C)(C)C1=C(C(=CC=C1)C(C)C)N1CN2C(C=CC3=CC=CC(=C23)C2=C(C=C(C=C2C)C)C)C1=[Au-2]Cl 2-(2,6-Diisopropylphenyl)-9-(2,4,6-trimethylphenyl)imidazo[1,5-a]quinolin-3-ylidenegold(I) chloride